IC1=C2C=CC=NC2=C(C=C1)NC(CC(C=C)C)=O N-(5-iodoquinolin-8-yl)-3-methylpent-4-enamide